[4-({4aH,5H,6H,7H,8H,8aH-pyrido[3,4-d]pyrimidin-2-yl}amino)phenyl]methanol N1=C(N=CC2C1CNCC2)NC2=CC=C(C=C2)CO